(S)-4-chloro-8-cyclopropyl-N-(1-(4-fluoro-3-methoxyphenyl)ethyl)-6-methyl-2-oxo-1,2-dihydro-1,7-naphthyridine-3-carboxamide ClC1=C(C(NC2=C(N=C(C=C12)C)C1CC1)=O)C(=O)N[C@@H](C)C1=CC(=C(C=C1)F)OC